p-(trimethylsilyl-ethynyl)benzaldehyde C[Si](C)(C)C#CC1=CC=C(C=O)C=C1